7-((2r,5r)-2-(1-methylpiperidin-4-yl)-1,3-dioxan-5-yl)-5-(4-phenoxyphenyl)-7H-pyrrolo[2,3-d]pyrimidin-4-amine CN1CCC(CC1)C1OCC(CO1)N1C=C(C2=C1N=CN=C2N)C2=CC=C(C=C2)OC2=CC=CC=C2